N-(3-tri-ethoxysilylpropyl)aminosuccinic acid diethyl ester C(C)OC(C(CC(=O)OCC)NCCC[Si](OCC)(OCC)OCC)=O